S-(2-(cyclohexylamino)-2-oxoethyl) ethanethioate C(C)(SCC(=O)NC1CCCCC1)=O